tert-butyl (4-ethynylbenzyl)(methyl)carbamate C(#C)C1=CC=C(CN(C(OC(C)(C)C)=O)C)C=C1